1-(3-(5-(3-(4-(trifluoromethyl)-phenyl)-1H-indazol-1-yl)-1,3,4-oxadiazol-2-yl)pyrrolidin-1-yl)-prop-2-en-1-one FC(C1=CC=C(C=C1)C1=NN(C2=CC=CC=C12)C1=NN=C(O1)C1CN(CC1)C(C=C)=O)(F)F